C(C)C1=C2C(=CC(=CC2=CC=C1)O)C1=C(C=2N=C(N=C(C2C=N1)N1CCOCCC1)OC[C@]12CCCN2C[C@@H](C1)F)F 5-Ethyl-4-(8-fluoro-2-(((2R,7aS)-2-fluorotetrahydro-1H-pyrrolizin-7a(5H)-yl)methoxy)-4-(1,4-oxazepan-4-yl)pyrido[4,3-d]pyrimidin-7-yl)naphthalen-2-ol